2,2-Difluoro-2-(1,4-dioxaspiro[4.5]decane-8-yl)ethane-1-ol FC(CO)(C1CCC2(OCCO2)CC1)F